2-(morpholin-4-yl)-8-(1H-pyrazol-5-yl)-4-[4-(trifluoromethyl)phenyl]-1,7-naphthyridine N1(CCOCC1)C1=NC2=C(N=CC=C2C(=C1)C1=CC=C(C=C1)C(F)(F)F)C1=CC=NN1